ClC1=CC=CC=2CNCCSC21 9-chloro-3,4-dihydrobenzo-1,4-thiazepin